C(C)N(C(C)C)C(C)C N-ethyl-di-isopropylamine